N-((1S,5R)-3-cyano-3-azabicyclo[3.2.0]heptan-1-yl)-5-(2-phenoxyphenyl)-1H-pyrazole-3-carboxamide C(#N)N1C[C@@]2(CC[C@@H]2C1)NC(=O)C1=NNC(=C1)C1=C(C=CC=C1)OC1=CC=CC=C1